3-cyclopropyl-2-methylpropanoic acid methyl ester COC(C(CC1CC1)C)=O